7-methoxy-4-(1-methyl-3-phenyl-1H-pyrazol-4-yl)pyrido[3,2-d]pyrimidin-6-ol COC1=CC=2N=CN=C(C2N=C1O)C=1C(=NN(C1)C)C1=CC=CC=C1